Benzo[1,2-b:4,3-b']bisbenzofuran C1=CC=CC2=C1C1=C(O2)C=CC=2OC3=C(C21)C=CC=C3